FC=1C=CC(=C(C1)C(C)O)I 1-(5-fluoro-2-iodophenyl)ethanol